benzyl rac-((1S,5R,6R)-3-azabicyclo[4.1.0]heptan-5-yl)carbamate hydrochloride Cl.[C@H]12CNC[C@@H]([C@@H]2C1)NC(OCC1=CC=CC=C1)=O |r|